1-(2,3-dichlorophenyl)piperazine ClC1=C(C=CC=C1Cl)N1CCNCC1